2-(2,2,2-trifluoroethyl)-3H-quinazolin-4-one FC(CC1=NC2=CC=CC=C2C(N1)=O)(F)F